FC1=C(C=CC(=C1)OC1=NC(=NC=C1)NCC(C)C)NC=1C2=C(N=CN1)NC=C2C2CCN(CC2)C(C=C)=O 1-(4-(4-((2-fluoro-4-((2-(isoButylamino)pyrimidin-4-yl)oxy)phenyl)amino)-7H-pyrrolo[2,3-d]pyrimidin-5-yl)piperidin-1-yl)prop-2-en-1-one